C(C(C)C)N(CCCCCCCC)CC(C)C di-isobutyl-n-octylamine